P(=O)([O-])([O-])[O-].[Mg+2].[Mg+2].[Mg+2].P(=O)([O-])([O-])[O-] trimagnesium orthophosphate